(1R,2S)-2-(3-{[2-(2-hydroxy-2-methylpropyl)-5-methoxy-6-(morpholin-4-yl)pyrimidin-4-yl]amino}-1H-indazol-6-yl)-5'-methoxyspiro[cyclopropane-1,3'-indol]-2'(1H)-one OC(CC1=NC(=C(C(=N1)NC1=NNC2=CC(=CC=C12)[C@@H]1C[C@@]12C(NC1=CC=C(C=C21)OC)=O)OC)N2CCOCC2)(C)C